2-(((2r,3s,4r)-3-acetoxy-3-ethynyl-4,5-dihydroxytetrahydrofuran-2-yl)methoxy)-2-(4-(3-methyl-2-oxotetrahydropyrimidin-1(2H)-yl)benzyl)-malonic acid diethyl ester C(C)OC(C(C(=O)OCC)(CC1=CC=C(C=C1)N1C(N(CCC1)C)=O)OC[C@H]1OC([C@@H]([C@]1(C#C)OC(C)=O)O)O)=O